(±)-1-fluoro-N-(4-(4-methyloxazol-5-yl)phenyl)-6,7,8,9-tetrahydro-5H-5,8-epiminocyclohepta[c]pyridine-10-carboxamide FC1=NC=CC2=C1CC1CCC2N1C(=O)NC1=CC=C(C=C1)C1=C(N=CO1)C